C(CCCCCCCCCCCCCCCCCCCCC)O BehenylAlcohol